NC1=NC=CC=C1C1=NC=2C(=NC(=CC2)Br)N1C=1C=C2CC([C@@H](C2=CC1)NC(OC(C)(C)C)=O)F tert-butyl ((1R)-5-(2-(2-aminopyridin-3-yl)-5-bromo-3H-imidazo[4,5-b]pyridin-3-yl)-2-fluoro-2,3-dihydro-1H-inden-1-yl)carbamate